ClC1=NC=C2C=C(C=3N(C2=C1)CCN3)C=3C(=CC(=NC3)C(CC)=O)C 1-(5-{8-chloro-1h,2h-imidazo[1,2-a]1,6-naphthyridin-4-yl}-4-methylpyridin-2-yl)propan-1-one